C1(=CC=CC=C1)CC(=O)NCC1=NOC(C1)C(=O)N 3-((2-phenylacetamido)methyl)-4,5-dihydroisoxazole-5-carboxamide